P1(O\C=C\CO1)(O)=O trans-propenophosphoric acid